(1R,3R)-1-[2-fluoro-4-[1-(3-fluoropropyl)azetidin-3-yl]oxy-phenyl]-2-(2-fluoro-2-methyl-propyl)-3-methyl-1,3,4,9-tetrahydropyrido[3,4-b]indole FC1=C(C=CC(=C1)OC1CN(C1)CCCF)[C@H]1N([C@@H](CC2=C1NC1=CC=CC=C21)C)CC(C)(C)F